7-fluoro-3,3-dimethyl-2,3-dihydrobenzofuran-6-carboxamide FC1=C(C=CC=2C(COC21)(C)C)C(=O)N